ClC=1C=CC(=NC1)NC([C@H](C)N1CC([C@H](C1)O)(F)F)=O (S)-N-(5-chloropyridin-2-yl)-2-((S)-3,3-difluoro-4-hydroxypyrrolidin-1-yl)propanamide